azetidin-3-ylmethyl 1-(2-((6-(5-(6-methylpyridin-2-yl)-1H-imidazol-4-yl)quinolin-3-yl)amino)ethyl)azetidine-3-carboxylate CC1=CC=CC(=N1)C1=C(N=CN1)C=1C=C2C=C(C=NC2=CC1)NCCN1CC(C1)C(=O)OCC1CNC1